N-(((2S,5R)-6-hydroxy-7-oxo-1,6-diazabicyclo[3.2.1]octan-2-yl)(imino)methyl)benzamide ON1[C@@H]2CC[C@H](N(C1=O)C2)C(NC(C2=CC=CC=C2)=O)=N